7-[4-[Bis-(2-carbamoyl-ethyl)-amino]-6-chloro-(1,3,5)-triazin-2-ylamino]-4-hydroxy-3-(4-methoxy-phenylazo)-naphthalene C(N)(=O)CCN(C1=NC(=NC(=N1)Cl)NC1=CC=C2C(=C(C=CC2=C1)N=NC1=CC=C(C=C1)OC)O)CCC(N)=O